ClC1=C(C=CC=C1)C1=C(C=C(C=C1)Cl)CC=O 2-(2',4-dichloro-[1,1'-biphenyl]-2-yl)acetaldehyde